Cl.N[C@@H]1CN(CC[C@H]1F)C1=CC(=NC=C1C=1C=NN(C1)C(C)C)NC1=NC(=NC=C1)C1=C(C=C(C=C1OC)F)F N-(4-((3R,4R)-3-amino-4-fluoropiperidin-1-yl)-5-(1-isopropyl-1H-pyrazol-4-yl)pyridin-2-yl)-2-(2,4-difluoro-6-methoxyphenyl)pyrimidin-4-amine hydrochloride